3-(3,5-dimethoxyphenyl)cyclohexanone COC=1C=C(C=C(C1)OC)C1CC(CCC1)=O